ClC=1C=C(C=NC1C=1OC(CN1)(C)C)N 5-chloro-6-(5,5-dimethyl-4,5-dihydro-oxazol-2-yl)pyridin-3-amine